2-(1H-indol-6-yl)-3-((2-((1-(methylsulfonyl)azetidin-3-yl)methyl)-1,2,3,4-tetrahydroisoquinolin-7-yl)ethynyl)benzoic Acid N1C=CC2=CC=C(C=C12)C1=C(C(=O)O)C=CC=C1C#CC1=CC=C2CCN(CC2=C1)CC1CN(C1)S(=O)(=O)C